Nα-capryloyl-L-aspartic acid C(CCCCCCC)(=O)N[C@@H](CC(=O)O)C(=O)O